1-benzyl-3-isothiocyanato-5-(trifluoromethyl)pyridin-2(1H)-one C(C1=CC=CC=C1)N1C(C(=CC(=C1)C(F)(F)F)N=C=S)=O